2-amino-N-methylbenzamide NC1=C(C(=O)NC)C=CC=C1